2-(allyloxymethyl)acrylic acid crotyl ester C(C=CC)OC(C(=C)COCC=C)=O